Br.BrCCN(C)C 2-bromo-N,N-dimethylethan-1-amine-HBr